COC1=CC=C(C=C1)C(OC[C@@]1(O[C@H](CN(C1)C(C)C)N1C(NC(C=C1)=O)=O)CO)(C1=CC=CC=C1)C1=CC=C(C=C1)OC 1-[(2R,6S)-6-[[bis(4-methoxyphenyl)-phenyl-methoxy]methyl]-6-(hydroxymethyl)-4-isopropyl-morpholin-2-yl]pyrimidine-2,4-dione